1-[(4-chlorophenyl)methyl]-3-(5-hydroxypyridin-2-yl)urea ClC1=CC=C(C=C1)CNC(=O)NC1=NC=C(C=C1)O